(S)-2-(1,3-dimethyl-1H-indazol-7-yl)-2-(methyl((1S,3S)-3-(4-(5,6,7,8-tetrahydro-1,8-naphthyridin-2-yl)butoxy)cyclopentyl)-amino)acetic acid CN1N=C(C2=CC=CC(=C12)[C@@H](C(=O)O)N([C@@H]1C[C@H](CC1)OCCCCC1=NC=2NCCCC2C=C1)C)C